[Na+].C1N(CC12CCOCC2)C2=CC(=NC=N2)N2NC(C(=C2)N2N=NC=C2)[O-].NCCC[Si](OCC)(OCC)OCC 3-aminopropyl-triethoxySilane 1-(6-(7-oxa-2-azaspiro[3.5]non-2-yl)pyrimidin-4-yl)-4-(1H-1,2,3-triazol-1-yl)-1,2-dihydro-3H-pyrazol-3-olate sodium